CN(C)C1=NC=2C=CC(=C(C2N=C1)C#N)NC1=CC(=C(C=C1)OCC1=CC=C(C=C1)OC)OC (dimethylamino)-6-((3-methoxy-4-((4-methoxybenzyl)oxy)phenyl)amino)quinoxaline-5-carbonitrile